BrC=1SC(=C(N1)C=1C(=C(C=CC1)NC(C)=O)F)C1=NC(=NC=C1)SC N-(3-(2-Bromo-5-(2-(methylthio)pyrimidin-4-yl)thiazol-4-yl)-2-fluorophenyl)acetamide